methyl-3-(cyclopropylamino)-2-oxo-1-(1-phenyl-1H-indol-6-yl)-1,2-dihydrothieno[2,3-b]pyrazine-6-carboxylate COC(=O)C1=CC2=C(N=C(C(N2C2=CC=C3C=CN(C3=C2)C2=CC=CC=C2)=O)NC2CC2)S1